Cl.NCC1(C[C@H](NC1)CNC(=O)C=1NC2=CC=C(C=C2C1C1=C(C=CC=C1)Cl)F)O N-(((2S)-4-(aminomethyl)-4-hydroxypyrrolidin-2-yl)methyl)-3-(2-chlorophenyl)-5-fluoro-1H-indole-2-carboxamide hydrogen chloride salt